t-butyl 3,3,5-trimethylhexanoate CC(CC(=O)OC(C)(C)C)(CC(C)C)C